N2-(2,4-dimethoxybenzyl)-4-morpholino-6-(3-(m-tolyl)-1H-pyrazol-1-yl)pyridine-2,3-diamine COC1=C(CNC2=NC(=CC(=C2N)N2CCOCC2)N2N=C(C=C2)C=2C=C(C=CC2)C)C=CC(=C1)OC